N[C@@H](C(C)(C)C)CO L-tertiary leucinol